C(C)OC(=O)C=1C(=NN2C1N=CC=C2)N2CCC2 (azetidin-1-yl)pyrazolo[1,5-a]pyrimidine-3-carboxylic acid ethyl ester